C1(CC1)C(CN1N=CC(=C1)C1=NC(=NC=C1C(F)(F)F)SC)O 1-cyclopropyl-2-(4-(2-(methylsulfanyl)-5-(trifluoromethyl)pyrimidin-4-yl)-1H-pyrazol-1-yl)ethan-1-ol